1-[[4-[3-(fluoromethyl)-4-methyl-6-(trifluoromethyl)-2-pyridinyl]phenyl]methyl]pyrrolidin-2-one tert-butyl-1,6-diazaspiro[3.5]nonane-1-carboxylate C(C)(C)(C)OC(=O)N1CCC12CNCCC2.FCC=2C(=NC(=CC2C)C(F)(F)F)C2=CC=C(C=C2)CN2C(CCC2)=O